ClC1=NC=CC(=N1)C1=C(N=C(S1)C1(CCN(CC1)C(=O)OC(C)(C)C)C)C1=C(C(=CC=C1)NS(=O)(=O)CCC)F tert-butyl 4-[5-(2-chloropyrimidin-4-yl)-4-[2-fluoro-3-(propane-1-sulfonamido)phenyl]-1,3-thiazol-2-yl]-4-methylpiperidine-1-carboxylate